ethynyl-[tri(prop-2-yl)]silane C(#C)[Si](C(C)C)(C(C)C)C(C)C